C1(=CC=C(C=C1)C(=O)F)C1=CC=C(C=C1)C(=O)F biphenyl-4,4'-dicarboxylic acid difluoride